COC=1C=C2CCC(C(C2=CC1)NC(=O)C=1C(NC(=CC1)C(F)(F)F)=O)C N-(6-methoxy-2-methyl-1,2,3,4-tetrahydronaphthalen-1-yl)-2-oxo-6-(trifluoromethyl)-1,2-dihydropyridine-3-carboxamide